5-(2,4-difluorophenyl)-2,3-dimethyl-pyrido[3,4-b]Pyrazine FC1=C(C=CC(=C1)F)C1=NC=CC=2C1=NC(=C(N2)C)C